FC1=C(C(=CC(=C1)F)F)S(=O)(=O)N(CC1=CC=C(C=C1)OC)C1=NOC=C1 2,4,6-trifluoro-N-(isoxazol-3-yl)-N-(4-methoxybenzyl)-benzenesulfonamide